3,4-dihydro-1[2H]-benzopyran-3,5,7-triol O1CC(CC=2C1=CC(=CC2O)O)O